NC1=NC=CC=C1C1=NC=2C(=NC(=CC2)N2N=C(C=C2)OC2CC2)N1C=1C=C2CC[C@@H](C2=CC1)NC1CCN(CC1)C(C=C)=O 1-(4-{[(1S)-5-[2-(2-aminopyridin-3-yl)-5-(3-cyclopropoxypyrazol-1-yl)imidazo[4,5-b]pyridin-3-yl]-2,3-dihydro-1H-inden-1-yl]amino}piperidin-1-yl)prop-2-en-1-one